1-(3-amino-4-cyclopropoxyphenyl)-2-(2H-1,2,3-triazol-2-yl)ethan NC=1C=C(C=CC1OC1CC1)CCN1N=CC=N1